bis(trifluoromethyl)sulfamide lithium salt [Li].FC(F)(F)NS(=O)(=O)NC(F)(F)F